5-((2-((4-(((4-Methyl-3-phenyl-1H-pyrazol-5-yl)methyl)amino)butyl)amino)ethyl)amino)benzo[c][2,6]naphthyridine-8-carboxamide CC=1C(=NNC1CNCCCCNCCNC1=NC2=C(C3=CN=CC=C13)C=CC(=C2)C(=O)N)C2=CC=CC=C2